C(C)N1CCC(CC1)(F)C1=NC2=CC=C(C=C2C(N1)=O)C=1C=C(C=2N(C1)C=C(N2)C)F 2-(1-Ethyl-4-fluoropiperidine-4-yl)-6-(8-fluoro-2-methylimidazo[1,2-a]pyridin-6-yl)quinazoline-4(3H)one